O[C@@H](C(=O)N1CC2=C(CCC1)N=C(NC2=O)C2(CC2)C=2SC=C(C2)C2=CC=CC=C2)C=2C=C(C=CC2)C2=CC(=CC=C2)C(F)(F)F (R)-6-(2-hydroxy-2-(3'-(trifluoromethyl)-[1,1'-biphenyl]-3-yl)acetyl)-2-(1-(4-phenylthiophen-2-yl)cyclopropyl)-3,5,6,7,8,9-hexahydro-4H-pyrimido[5,4-c]azepin-4-one